C1=CC=CC2=CC=C(C=C12)S(=O)(=O)O 7-naphthalenesulfonic acid